3,3'-(thiazolo[5,4-d]thiazole-2,5-diylbis(pyridine-1-ium-4,1-diyl))bis(propane-1-sulfonate) S1C(=NC2=C1N=C(S2)C2=CC=[N+](C=C2)CCCS(=O)(=O)[O-])C2=CC=[N+](C=C2)CCCS(=O)(=O)[O-]